2-(3-Chlorophenyl)-1-(3-fluorophenyl)-2-methylpropyl ((2S)-1-((4-amino-1-(5,5-dimethyl-2-oxopyrrolidin-3-yl)-3,4-dioxobutan-2-yl)amino)-3-cyclohexyl-1-oxopropan-2-yl)carbamate NC(C(C(CC1C(NC(C1)(C)C)=O)NC([C@H](CC1CCCCC1)NC(OC(C(C)(C)C1=CC(=CC=C1)Cl)C1=CC(=CC=C1)F)=O)=O)=O)=O